4-(benzo[d][1,3]dioxol-5-ylmethyl)-6-(3-(benzyloxy)phenyl)pyrimidine-2,4-diamine O1COC2=C1C=CC(=C2)CC2(NC(=NC(=C2)C2=CC(=CC=C2)OCC2=CC=CC=C2)N)N